7-[5-CHLORO-2-(4-FLUOROPHENOXY)PHENYL]-N-[(2,4-DIMETHOXYPHENYL)METHYL]CINNOLIN-4-AMINE ClC=1C=CC(=C(C1)C1=CC=C2C(=CN=NC2=C1)NCC1=C(C=C(C=C1)OC)OC)OC1=CC=C(C=C1)F